NC(C1=CN=C(N1)C=1C=C(OC=2C(=C3C=CN(C3=CC2F)S(=O)(=O)C2=CC=C(C)C=C2)CCSCCCC(=O)OC)C=CC1F)C1=CC(=CC=C1)Br methyl 4-((2-(5-(3-(5-(amino(3-bromophenyl)methyl)-1H-imidazol-2-yl)-4-fluorophenoxy)-6-fluoro-1-tosyl-1H-indol-4-yl)ethyl)thio)butanoate